FC(CCC1N(S(C2=C(NC1)C=C(C(=C2)OC)C(F)(F)F)(=O)=O)C)(C)F 3-(3,3-difluorobutyl)-8-methoxy-2-methyl-7-(trifluoromethyl)-2,3,4,5-tetrahydrobenzo[f][1,2,5]thiadiazepine 1,1-dioxide